COC=1C=C(C=CC1)C1=CC(=C(N=N1)N)C 6-(3-methoxyphenyl)-4-methylpyridazin-3-amine